N-[(3S,4R)-3-fluoro-1-methylpiperidin-4-yl]-6-[3-(prop-2-enamido)phenyl]quinazoline-2-carboxamide F[C@H]1CN(CC[C@H]1NC(=O)C1=NC2=CC=C(C=C2C=N1)C1=CC(=CC=C1)NC(C=C)=O)C